C1(=CC=CC=C1)C(CCC(C(C)=O)N1C2=NC=NC(=C2N=C1)N)CCC 9-(6-phenyl-2-oxo-3-nonyl)-adenine